C(=C)N1[CH-]OC(C1=O)C N-vinyl-methyl-oxazolidone